COC1=NC=NC2=CC=C(C=C12)C=1C=CN2N=C(N=CC21)C2(CC(C2)NC)N 1-(5-(4-methoxyquinazolin-6-yl)pyrrolo[2,1-f][1,2,4]triazin-2-yl)-N3-methylcyclobutane-1,3-diamine